O1CCN(CC1)C1=NC=C(C(=C1)N1N=CC=C1N)[N+](=O)[O-] 2-(2-morpholino-5-nitro-4-pyridyl)pyrazol-3-amine